COC=1C=C(C=C(C1)OC)C1=CC=C(C=C1)N1N=NC(=C1)C=1C=C(C(=O)O)C=CC1 3-(1-(3',5'-dimethoxy-[1,1'-biphenyl]-4-yl)-1H-1,2,3-triazol-4-yl)benzoic acid